6-Methyl-3',4'-dihydro-[2,6'-biquinolin]-2'(1'H)-one CC=1C=C2C=CC(=NC2=CC1)C=1C=C2CCC(NC2=CC1)=O